2-ISOPROPOXY-PYRIDINE-3-CARBALDEHYDE C(C)(C)OC1=NC=CC=C1C=O